ClC1=CC(=C(C(=N1)OC)I)N 6-chloro-3-iodo-2-methoxy-pyridin-4-amine